FC=1C=C(C=CC1[Si](C)(C)C)NC([C@H](NC(CN1C=NC=CC1=O)=O)C1=CC=C(C=C1)COC)=O (2R)-N-(3-fluoro-4-(trimethylsilyl)phenyl)-2-(4-(methoxymethyl)phenyl)-2-(((6-oxopyrimidin-1(6H)-yl)acetyl)amino)acetamide